CN(CC(=O)N1CC(CCC1)N1C(NC2=C1C=C(C(=C2)C=2C=C(C=1N(C2)N=CN1)OC)C)=O)C 1-(1-(Dimethylglycyl)piperidin-3-yl)-5-(8-methoxy-[1,2,4]triazolo[1,5-a]pyridin-6-yl)-6-methyl-1,3-dihydro-2H-benzo[d]imidazol-2-on